5-(4-aminocyclohexyl)-N7-(5-methyl-1H-pyrazol-3-yl)-1,6-naphthyridine-5,7-diamine NC1CCC(CC1)C1(C=2C=CC=NC2C=C(N1)NC1=NNC(=C1)C)N